4-[3-[(1S,5R)-3-azabicyclo[3.1.0]hexan-6-yl]-9-oxa-1,2,6-triazatricyclo[6.3.1.04,12]dodeca-2,4,6,8(12)-tetraen-7-yl]-5-ethynyl-6-fluoro-naphthalen-2-ol [C@@H]12CNC[C@H]2C1C1=NN2CCOC=3C(=NC=C1C23)C2=CC(=CC3=CC=C(C(=C23)C#C)F)O